tert-butyl 4-(2-{4-bromo-5-[2-(cyclopentylamino)pyridin-4-yl]-1H-imidazol-1-yl}acetyl)piperazine-1-carboxylate BrC=1N=CN(C1C1=CC(=NC=C1)NC1CCCC1)CC(=O)N1CCN(CC1)C(=O)OC(C)(C)C